N1=CC(=CC=C1)C=1C(=NC(=C(C1)F)C1=C(C=CC=C1F)F)C(=O)N pyridin-3-yl-6-(2,6-difluorophenyl)-5-fluoropyridinecarboxamide